3-((1S,3R)-3-((4-(1-(2,2-difluoroethyl)-1H-pyrazol-4-yl)-5-(1H-pyrazol-4-yl)pyrimidin-2-yl)amino)cyclohexyl)-3H-imidazo[4,5-b]pyridine-6-carbonitrile FC(CN1N=CC(=C1)C1=NC(=NC=C1C=1C=NNC1)N[C@H]1C[C@H](CCC1)N1C=NC=2C1=NC=C(C2)C#N)F